1H-pyrazolium monosulfate S(=O)(=O)([O-])[O-].[NH2+]1N=CC=C1.[NH2+]1N=CC=C1